tert-butyl 2-(4-(4-((9-((1s,3s)-3-(2-phenylacetylamino) cyclobutyl)-9H-purin-6-yl) amino) phenyl) piperazin-1-yl)-7-azaspiro[3.5]nonane-7-carboxylate C1(=CC=CC=C1)CC(=O)NC1CC(C1)N1C2=NC=NC(=C2N=C1)NC1=CC=C(C=C1)N1CCN(CC1)C1CC2(C1)CCN(CC2)C(=O)OC(C)(C)C